(1R,5S,6s)-6-((4-(2-aminopropan-2-yl)-6-(4-chloro-3-fluorophenyl)pyridin-2-yl)oxy)-3-azabicyclo[3.1.0]hexan NC(C)(C)C1=CC(=NC(=C1)C1=CC(=C(C=C1)Cl)F)OC1[C@@H]2CNC[C@H]12